1-(3-(3-fluoro-5-(trifluoromethyl)benzyl)phenyl)-1,5,6,7-tetrahydro-4H-pyrazolo[4,3-c]pyridin-4-one FC=1C=C(CC=2C=C(C=CC2)N2N=CC=3C(NCCC32)=O)C=C(C1)C(F)(F)F